Cl[Si](O[Si](O[Si](O[Si](C=C)(C)C)(C)C)(C)C)(C)C 1-chloro-1,1,3,3,5,5,7,7-octamethyl-7-vinyltetrasiloxane